FC=1C=C(C2=C(SC=C2)C1)N1CCN(CC1)CCC1=CC=C2C=CC(N(C2=C1)C(COCCOC)=O)=O 7-(2-(4-(6-fluorobenzo[b]thiophen-4-yl)piperazin-1-yl)ethyl)-1-(2-(2-methoxyethoxy)acetyl)quinolin-2(1H)-one